CC1(C2C3C4C=CC(C3C(C1)C2)C4)C(=O)OC methyl 4-methyltetracyclo[6.2.1.13,6.02,7]dodec-9-ene-4-carboxylate